C1(CC1)N1N=CC(=C1)S(=O)(=O)C1=NN(C(C2=CC=CC=C12)=O)CC1=NN(C=C1)C (1-cyclopropyl-1H-pyrazol-4-ylsulfonyl)-2-((1-methyl-1H-pyrazol-3-yl)methyl)phthalazin-1(2H)-one